4-chloro-2-(1-oxo-3,4,6,7,8,9-hexahydropyrazino[1,2-a]indol-2(1H)-yl)-nicotinaldehyde ClC1=CC=NC(=C1C=O)N1C(C=2N(C=3CCCCC3C2)CC1)=O